3-(4-Fluorophenyl)-2,3-dibromopropionic acid ethyl ester C(C)OC(C(C(Br)C1=CC=C(C=C1)F)Br)=O